C1\C=C\CCCCC1 trans-cyclooct-2-en